tert-Butyl 2-((3-((2-((2,4-dichlorophenoxy)methyl)pyridin-4-yl)oxy)azetidin-1-yl)methyl)-1-(oxazol-5-ylmethyl)-1H-benzo[d]imidazole-6-carboxylate ClC1=C(OCC2=NC=CC(=C2)OC2CN(C2)CC2=NC3=C(N2CC2=CN=CO2)C=C(C=C3)C(=O)OC(C)(C)C)C=CC(=C1)Cl